isopropyl 2-((5-amino-4-((2R,4S)-2-((dimethylamino)methyl)-4-fluoro pyrrolidin-1-yl)-2-methoxyphenyl) amino)-4-(3,3-dimethylindolin-1-yl)pyrimidine-5-carboxylate NC=1C(=CC(=C(C1)NC1=NC=C(C(=N1)N1CC(C2=CC=CC=C12)(C)C)C(=O)OC(C)C)OC)N1[C@H](C[C@@H](C1)F)CN(C)C